1-(2-{5-[(7R)-7-amino-2-azabicyclo[2.2.1]heptane-2-carbonyl]-7-fluoro-1-methyl-1H-1,3-benzodiazol-2-yl}-1-(cyclopropylmethyl)-1H-pyrrolo[2,3-b]pyridin-6-yl)-1-phenylethan-1-ol N[C@H]1C2N(CC1CC2)C(=O)C2=CC1=C(N(C(=N1)C1=CC=3C(=NC(=CC3)C(C)(O)C3=CC=CC=C3)N1CC1CC1)C)C(=C2)F